palmityl stearate (palmityl stearate) C(CCCCCCCCCCCCCCC)C(C(=O)O)CCCCCCCCCCCCCCCC.C(CCCCCCCCCCCCCCCCC)(=O)OCCCCCCCCCCCCCCCC